C(#N)CCN1C=NC=2C1=NC(=CC2N2CCOCC2)NNC(=O)OCC2=CC=CC=C2 benzyl 2-(3-(2-cyanoethyl)-7-morpholino-3H-imidazo[4,5-b]pyridin-5-yl)hydrazinecarboxylate